C1N(CCC2=CC=CC=C12)C[C@H](CN1CCOC2=C(C1=O)C=CC(=C2)C(=O)N2CC(OC(C2)C)C)O 4-[(2R)-3-(3,4-dihydro-1H-isoquinolin-2-yl)-2-hydroxy-propyl]-8-(2,6-dimethylmorpholine-4-carbonyl)-2,3-dihydro-1,4-benzoxazepin-5-one